1,3-thiazole-2-sulfonamide S1C(=NC=C1)S(=O)(=O)N